N-[4-[(6-chloro-7-methoxy-1,5-naphthyridin-4-yl)oxy]-2,5-difluorophenyl]-5-(4-fluoro-2-methylphenyl)-4-hydroxy-2,6-dimethylpyridine-3-carboxamide ClC=1N=C2C(=CC=NC2=CC1OC)OC1=CC(=C(C=C1F)NC(=O)C=1C(=NC(=C(C1O)C1=C(C=C(C=C1)F)C)C)C)F